ClC=1C=C(C=CC1F)C(C(=O)C1=CC=C(C=N1)NC(CC1=NC=C(C=C1)S(=O)(=O)CC)=O)(C)C N-(6-(2-(3-chloro-4-fluorophenyl)-2-methylpropionyl)pyridin-3-yl)-2-(5-(ethylsulfonyl)pyridin-2-yl)acetamide